2-((1r,3r,5r,7r)-dispiro[adamantane-2,3'-[1,2,4,5]tetraoxane-6',1''-cyclohexan]-4''-yl)acetic acid C12(CCC(CC1)CC(=O)O)OOC1(OO2)C2CC3CC(CC1C3)C2